trans-4-(pyrrolidin-1-ylcarbonyl)cyclohexanecarboxylic acid methyl ester COC(=O)[C@@H]1CC[C@H](CC1)C(=O)N1CCCC1